C(C)(C)(C)C=1C=C2C=NN(C(C2=C(C1)F)=O)C1=NC=CC(=C1CO)C=1C=C(C(N(C1)C)=O)NC(=O)C1CC12CCN(CC2)C N-[5-[2-(6-tert-butyl-8-fluoro-1-oxo-phthalazin-2-yl)-3-(hydroxymethyl)-4-pyridinyl]-1-methyl-2-oxo-3-pyridinyl]-6-methyl-6-azaspiro[2.5]Octane-2-carboxamide